5-(cyclohexylmethyl)-N-(4-(5-(2-(tetrahydro-2H-pyran-4-yl)ethoxy)-2-(trifluoromethyl)phenyl)pyridin-2-yl)-4H-1,2,4-triazole-3-carboxamide C1(CCCCC1)CC=1NC(=NN1)C(=O)NC1=NC=CC(=C1)C1=C(C=CC(=C1)OCCC1CCOCC1)C(F)(F)F